ClC1(CC=C(C=C1)C1=C(C=CC=C1)F)C(=O)NCC(=O)O (4-chloro-2'-fluoro-[1,1'-biphenyl]-4-carbonyl)glycine